C(C)OC(=O)C=1C(=NC(=C(C1OCC1=CC=CC=C1)C(C(=O)OCC)O)C)Cl 4-benzyloxy-2-chloro-5-(2-ethoxy-1-hydroxy-2-oxo-ethyl)-6-methyl-pyridine-3-carboxylic acid ethyl ester